(S)-3-(1-(2-fluoro-3-((N-methylsulfamoyl)amino)phenyl)ethyl)-2-oxo-3,4-dihydro-2H-benzo[e][1,3]oxazin-7-yl dimethylcarbamate CN(C(OC1=CC2=C(CN(C(O2)=O)[C@@H](C)C2=C(C(=CC=C2)NS(NC)(=O)=O)F)C=C1)=O)C